7-chloro-5-isopropyl-3-[(4-methoxyphenyl)methyl]imidazo[4,5-b]pyridine ClC1=C2C(=NC(=C1)C(C)C)N(C=N2)CC2=CC=C(C=C2)OC